4-chlorobenzyl (4-((N,1,3,4-tetramethyl-1H-pyrazole-5-carboxamido)meth-yl)phenyl)carbamate CN(C(=O)C1=C(C(=NN1C)C)C)CC1=CC=C(C=C1)NC(OCC1=CC=C(C=C1)Cl)=O